7-(cyclohexylmethyl)-7H-pyrrolo[3,2-f]quinazoline-1,3-diamine C1(CCCCC1)CN1C=CC=2C3=C(N=C(N=C3C=CC21)N)N